FC1=CC=C2C=C(C=CC2=C1C)OCOC 7-fluoro-3-(methoxymethoxy)-8-methylnaphthalene